tert-Butyl (R)-(1-(2-amino-6-(1H-pyrazol-5-yl)pyrimidin-4-yl)pyrrolidin-3-yl)(methyl)carbamate NC1=NC(=CC(=N1)N1C[C@@H](CC1)N(C(OC(C)(C)C)=O)C)C1=CC=NN1